C(C=C)SC=1SCCN1 2-(allylthio)-2-thiazoline